CC1=CC=C(C=C1)NC(C)=N N-(4-methylphenyl)acetamidine